imidazol-3-ium chloride [Cl-].N1C=[NH+]C=C1